4-(2-(2-((2-(2,6-dioxopiperidin-3-yl)-1,3-dioxoisoindolin-4-yl)amino)ethoxy)ethyl)terephthalamide O=C1NC(CCC1N1C(C2=CC=CC(=C2C1=O)NCCOCCC1(CC=C(C(=O)N)C=C1)C(=O)N)=O)=O